C(N)(O[C@H](C(=O)C1C(OC(OC1=O)(C)C)=O)CCCC(C)(C)C)=O (S)-(tert-butyl 1-(2,2-dimethyl-4,6-dioxo-1,3-dioxan-5-yl)-1-oxopentan-2-yl) carbamate